O[C@H](COC=1C=C(C=CC1)S(=O)(=O)NC)CN[C@H]1COC2(C1)CCN(CC2)S(=O)(=O)C2=CC(=CC=C2)C=2C=NC=CC2 3-((S)-2-hydroxy-3-((R)-8-(3-(pyridin-3-yl)phenylsulfonyl)-1-oxa-8-azaspiro[4.5]decan-3-ylamino)propoxy)-N-methylbenzenesulfonamide